(S)-1-(4-(((8-chloro-3-cyano-4-(neopentylamino)quinolin-6-yl)amino)(6-fluoro-2-methylpyridin-3-yl)methyl)-1H-1,2,3-triazol-1-yl)cyclopropane-1-carboxylic acid ClC=1C=C(C=C2C(=C(C=NC12)C#N)NCC(C)(C)C)N[C@H](C=1N=NN(C1)C1(CC1)C(=O)O)C=1C(=NC(=CC1)F)C